mono(sec-butoxy)diethoxyaluminum C(C)(CC)O[Al](OCC)OCC